methyl (2R)-4-[6-[3-(6-methyl-2-pyridyl)-1H-pyrazol-4-yl]-1,5-naphthyridin-3-yl]piperazine-2-carboxylate CC1=CC=CC(=N1)C1=NNC=C1C=1N=C2C=C(C=NC2=CC1)N1C[C@@H](NCC1)C(=O)OC